3,5-dimethoxybenzoic acid methyl ester COC(C1=CC(=CC(=C1)OC)OC)=O